C(C)(C)(C)OC(COC1=CC(=CC=C1)S(=O)(=O)N1C(=CC(=C1)CN(C)C(=O)OC(C)(C)C)C1=C(C=CC=C1)F)=O.CC1=C(C=CC=C1)C(F)(F)F 1-methyl-2-(trifluoromethyl)benzene tert-butyl-2-(3-((4-(((tert-butoxycarbonyl)(methyl)amino)methyl)-2-(2-fluorophenyl)-1H-pyrrole-1-yl)sulfonyl)phenoxy)acetate